ClC1=C(C=C(C=C1)C=1C=C(C(=NC1)C(F)F)CN1C(OCC1)=O)OC(F)F 3-[[5-[4-Chloro-3-(difluoromethoxy)phenyl]-2-(difluoromethyl)-3-pyridyl]methyl]oxazolidin-2-one